4-[(2R)-3-(3,4-dihydro-1H-isoquinolin-2-yl)-2-hydroxy-propyl]-2,2-dimethyl-8-[[4-(oxetan-3-yl)piperazin-1-yl]methyl]-3H-1,4-benzoxazepin-5-one C1N(CCC2=CC=CC=C12)C[C@H](CN1CC(OC2=C(C1=O)C=CC(=C2)CN2CCN(CC2)C2COC2)(C)C)O